1-(4,6-bis((3-(trimethoxysilyl)propyl)amino)-1,3,5-triazin-2-yl)-1-(4-(decanoyloxy)butyl)-1H-imidazol-1-ium chloride [Cl-].CO[Si](CCCNC1=NC(=NC(=N1)NCCC[Si](OC)(OC)OC)[N+]1(C=NC=C1)CCCCOC(CCCCCCCCC)=O)(OC)OC